5-methyl-4-(6-methyl-1H-indole-3-yl)pyrimidine-2-amine CC=1C(=NC(=NC1)N)C1=CNC2=CC(=CC=C12)C